(S)-7-(4-(5-fluoro-2-(((R)-tetrahydrofuran-3-yl)oxy)phenyl)piperidin-1-yl)-2-(1,3,4-thiadiazol-2-yl)-5-oxa-2-azaspiro[3.4]octane FC=1C=CC(=C(C1)C1CCN(CC1)[C@@H]1COC2(CN(C2)C=2SC=NN2)C1)O[C@H]1COCC1